C(C)C(CC=1C(=C(C(C(=O)O)=CC1)C(=O)O)CC(CCCC)CC)CCCC.C(C=1C(C(=O)OCC(CCCC)CC)=CC=CC1)(=O)OCC(CCCC)CC bis(2-ethylhexyl) phthalate (Bis(2-ethylhexyl) phthalate)